FC1(CCN(CC1)C=1N=C(C=C2C=CC(=NC12)O)NC(C1=CC=C(C=C1)NS(=O)(=O)CCO)=O)F N-[8-(4,4-difluoropiperidin-1-yl)-2-hydroxy-1,7-naphthyridin-6-yl]-4-(2-hydroxyethanesulfonylamino)benzamide